[1,4]dioxine-5-carboxylate O1C=COC(=C1)C(=O)[O-]